C(C)(C)(C)OC(=O)N1C[C@H](CC1)NC1=NC=2N(C(=C1)N(CC1=CC=C(C=C1)C1=NC=CC=C1)C(=O)OC(C)(C)C)N=CC2C2CC2 (S)-3-((7-((tert-Butoxycarbonyl)(4-(pyridin-2-yl)benzyl)amino)-3-cyclopropylpyrazolo[1,5-a]pyrimidin-5-yl)amino)pyrrolidine-1-carboxylic acid tert-butyl ester